C(C=C)[C@]1(CCC=2C(=NC(=NC2C1=O)Cl)N1C[C@@H](N(CC1)C(=O)OC(C)(C)C)CC#N)CC1=C(C=CC=C1)Br tert-butyl (S)-4-((R)-7-allyl-7-(2-bromobenzyl)-2-chloro-8-oxo-5,6,7,8-tetrahydroquinazolin-4-yl)-2-(cyanomethyl)piperazine-1-carboxylate